(carbazol-9-yl)-N-neopentylbenzothiazol-2-amine C1=CC=CC=2C3=CC=CC=C3N(C12)C1=CC=CC2=C1N=C(S2)NCC(C)(C)C